(5-fluoro-1H-indol-3-yl)-5-(6-azaspiro[2.5]octane-6-yl)isoindoline-2-carboxamide FC=1C=C2C(=CNC2=CC1)C1N(CC2=CC(=CC=C12)N1CCC2(CC2)CC1)C(=O)N